(3R,4R)-4-(4-(4-(Dimethoxymethyl)piperidin-1-yl)-3-fluorophenyl)-3-(tetrahydro-2H-pyran-4-yl)chroman-7-ol COC(C1CCN(CC1)C1=C(C=C(C=C1)[C@H]1[C@H](COC2=CC(=CC=C12)O)C1CCOCC1)F)OC